tris[4-(2-glycidoxyethyl)phenoxy]triphenoxycyclotriphosphazene sodium 2-acryloylamino-2-methylpropane-1-sulfonate C(C=C)(=O)NC(CS(=O)(=O)[O-])(C)C.[Na+].C(C1CO1)OCCC1=CC=C(OP2(=NP(=NP(=N2)(OC2=CC=CC=C2)OC2=CC=C(C=C2)CCOCC2CO2)(OC2=CC=CC=C2)OC2=CC=C(C=C2)CCOCC2CO2)OC2=CC=CC=C2)C=C1